S(=O)(=O)(O)O.C[C@@]12[C@@H](CC[C@H]1[C@@H]1CC[C@H]3C[C@@H](CC[C@]3(C)[C@H]1CC2)O)O 5alpha-androstan-3alpha,17alpha-diol monosulfate